CN(CCO)C1COC1 2-(methyl-(oxetan-3-yl)amino)ethanol